ClC1=C(N)C=CC(=C1I)Cl 2,4-dichloro-3-iodoaniline